1,3-benzenedicarboxylic acid, bis(2-ethylhexyl) ester C1(=CC(=CC=C1)C(=O)OCC(CCCC)CC)C(=O)OCC(CCCC)CC